11-bromoundec-1-ene BrCCCCCCCCCC=C